FC1(CCC(CC1)N[C@H]1[C@@H](CCCC1)N(C=1C=C2CN(C(C2=CC1)=O)C1C(NC(CC1)=O)=O)C)F 3-(5-(((1R,2R)-2-((4,4-difluorocyclohexyl)amino)cyclohexyl)(methyl)amino)-1-oxoisoindolin-2-yl)piperidine-2,6-dione